C(C)OC=1C(=CC2=C(NC(=N2)C2=C(C=3C(NC2=O)=CN(N3)CC)N[C@@H](C)C3=NC=CC=N3)C1)OC (S)-6-(6-ethoxy-5-methoxy-1H-benzo[d]imidazol-2-yl)-2-ethyl-7-((1-(pyrimidin-2-yl)ethyl)amino)-2H-pyrazolo[4,3-b]pyridin-5(4H)-one